7-chloro-2'-methyl-6'-(1-methyl-1H-1,2,3-triazol-4-yl)spiro[isochroman-1,4'-piperidin]-4-one ClC1=CC=C2C(COC3(CC(NC(C3)C=3N=NN(C3)C)C)C2=C1)=O